BrC1=CC=C(C=C1)N(C1=CC=CC=C1)C1=CC=C(C=C1)Br N,N-bis(4-bromophenyl)aniline